C(C1=CC=CC=C1)OC(=O)N[C@@H]1CN(CCC[C@@]1(C)O)C(=O)OCC1=CC=CC=C1 benzyl (3R,4R)-3-(((benzyloxy)carbonyl)amino)-4-hydroxy-4-methylazepane-1-carboxylate